ClC=1C=C(C=CC1Cl)C1(CCN(CC1)C1=CN=NC(=C1)C1=C(C=CC=C1)O)C(=O)O 4-(3,4-dichlorophenyl)-1-[6-(2-hydroxyphenyl)pyridazin-4-yl]piperidine-4-carboxylic acid